OC=1C(=C(C=2C(C3=C(C(=CC=C3C(C2C1)(C)O)C)O)=O)C)C(=O)O 3,8,10-trihydroxy-1,7,10-trimethyl-9-oxo-9,10-dihydroanthracene-2-formic acid